((6-((5S,6S)-5-(hydroxymethyl)-5,6-dimethyl-2-((3-methyl-4-(1-methylpiperidin-4-yl)phenyl)amino)-5,6-dihydro-7H-pyrrolo[2,3-d]pyrimidin-7-yl)pyridin-2-yl)imino)dimethyl-λ6-sulfanone OC[C@@]1([C@@H](N(C=2N=C(N=CC21)NC2=CC(=C(C=C2)C2CCN(CC2)C)C)C2=CC=CC(=N2)N=S(=O)(C)C)C)C